[(2S)-3-methyl-2-(2-pyridyldisulfanyl)butyl] (4-nitrophenyl) carbonate C(OC[C@H](C(C)C)SSC1=NC=CC=C1)(OC1=CC=C(C=C1)[N+](=O)[O-])=O